C(C)OC(=O)C1(CCC1)SCC(=O)O 2-((1-(ethoxycarbonyl)cyclobutyl)thio)acetic acid